C(C)N(C(OCC(C)OC(N(CC)CC)=O)=O)CC propane-1,2-diyl bis(diethylcarbamate)